ClC=1C=C(C(=NC1)OC=1C(=C(C=NC1)CC=1C=CC(=NC1)NS(=O)(=O)[SH+]C)C)F 5-[[5-[(5-chloro-3-fluoro-2-pyridinyl)oxy]-4-methyl-3-pyridinyl]methyl]-N-(methylsulfaniosulfonyl)pyridin-2-amine